C(C=C)OP(=O)(CC#C)CCCC=C 3-butenyl-methyl-(2-propynyl)phosphinic acid 2-propenyl ester